N-methyl-N-(pyridazin-4-yl)-1-(3-(methylthio)butan-2-yl)-5-methyl-1H-pyrazole-4-thiocarboxamide CN(C(=S)C=1C=NN(C1C)C(C)C(C)SC)C1=CN=NC=C1